1-((5-bromo-2-methylpyridin-3-yl)methyl)cyclopropane-1-carboxylic acid BrC=1C=C(C(=NC1)C)CC1(CC1)C(=O)O